dimethylaminodimethyl-silicon CN(C)[Si](C)C